Cl.O=C1NC(CC[C@@H]1NC(=O)C1=CC=C2C(=N1)OCC21CCNCC1)=O (S)-N-(2,6-Dioxopiperidin-3-Yl)-2H-Spiro[Furo[2,3-b]Pyridine-3,4'-Piperidine]-6-Carboxamide Hydrochloride